C1(CC1)S(=O)(=O)NC1=NC=CC(=N1)C(C(=O)NC1=CC=C(C=C1)C1=NC(=CN=C1)C(=C)C)(C)C 2-(2-(cyclopropanesulfonamido)pyrimidin-4-yl)-2-methyl-N-(4-(6-(prop-1-en-2-yl)pyrazin-2-yl)phenyl)propanamide